C(C1=CC=CC=C1)(=O)OC1=C2C(OC=C1)=C1C=CC=CC1=C1C2=CC2=CC=CC=C21 benzoyloxy-indeno[2',3':3,4]naphtho[1,2-b]pyran